NC=1N=NC(=CC1N1CC2CCC(C1)N2C2=CC(=NC=C2)CCCOCCO)Cl 2-(3-[4-[3-(3-amino-6-chloropyridazin-4-yl)-3,8-diazabicyclo[3.2.1]oct-8-yl]pyridin-2-yl]propoxy)ethan-1-ol